(R)-3-(1-((6-(1-(difluoromethyl)cyclopropyl)-2-methyl-7-oxo-6,7-dihydropyrido[4,3-d]pyrimidin-4-yl)amino)prop-2-yn-1-yl)-2-fluorobenzonitrile FC(C1(CC1)N1C=C2C(N=C(N=C2N[C@H](C#C)C=2C(=C(C#N)C=CC2)F)C)=CC1=O)F